COC1=C(C=C2C(=NN=C(C2=C1)N[C@H](C)C=1C(=C(C#N)C=CC1)C)C)CN1CCOCC1 (R)-3-(1-((7-methoxy-4-methyl-6-(morpholinomethyl)phthalazin-1-yl)amino)ethyl)-2-methylbenzonitrile